6-chloro-3-[[(1R)-1-[3,6-dimethyl-2-(2-methylthiazolo[5,4-b]pyridin-5-yl)-4-oxo-chromen-8-yl]ethyl]amino]pyridine-2-carboxylic acid methyl ester COC(=O)C1=NC(=CC=C1N[C@H](C)C=1C=C(C=C2C(C(=C(OC12)C1=CC=C2C(=N1)SC(=N2)C)C)=O)C)Cl